ClC1=CC(=C(COC=2C=C(C=CC2)C2CCN(CC2)CC2=NC3=C(N2C)C=C(C=C3OC(F)F)C(=O)O)C=C1)F 2-((4-(3-((4-Chloro-2-fluorobenzyl)oxy)phenyl)piperidin-1-yl)methyl)-4-(difluoromethoxy)-1-methyl-1H-benzo[d]imidazole-6-carboxylic acid